4-(6-((3R,4R)-3-amino-4-((6-methoxypyridin-3-yl)oxy)pyrrolidin-1-yl)pyridin-3-yl)-6-ethoxypyrazolo[1,5-a]pyridine-3-carbonitrile N[C@@H]1CN(C[C@H]1OC=1C=NC(=CC1)OC)C1=CC=C(C=N1)C=1C=2N(C=C(C1)OCC)N=CC2C#N